N-(3-(2-(2-Aminopyridin-3-yl)-3-(4-(chloromethyl)phenyl)-3H-imidazo[4,5-b]pyridin-5-yl)phenyl)acetamide NC1=NC=CC=C1C1=NC=2C(=NC(=CC2)C=2C=C(C=CC2)NC(C)=O)N1C1=CC=C(C=C1)CCl